NC1=CC=C(C=C1)OP(=O)(OC1=CC=C(C=C1)N)OC1=CC=C(C=C1)N tris-(4-aminophenyl)-phosphate